FC(C1=C(OCC2=NC=CC(=C2)OC2CCN(CC2)CC2=NC3=C(N2C[C@H]2OCC2)C=C(C=C3)C(=O)O)C=CC(=C1)F)F 2-({4-[(2-{[2-(difluoromethyl)-4-fluorophenoxy]methyl}pyridin-4-yl)oxy]piperidin-1-yl}methyl)-1-{[(2S)-oxetan-2-yl]methyl}-1H-1,3-benzodiazole-6-carboxylic acid